N[C@H]1[C@@H](C2=C(N(C1=O)CC)N(N=C2)C2=CC=CC=C2)C2=CC(=CC=C2)[N+](=O)[O-] |r| rac-(4R,5S)-5-amino-7-ethyl-4-(3-nitrophenyl)-1-phenyl-1,4,5,7-tetrahydro-6H-pyrazolo[3,4-b]pyridin-6-one